4-(1-(1-hydroxy-4-methylpyrido[3,4-d]pyridazin-7-yl)piperidine-4-carbonyl)piperidine-1-carboxylic acid tert-butyl ester C(C)(C)(C)OC(=O)N1CCC(CC1)C(=O)C1CCN(CC1)C1=CC=2C(=C(N=NC2O)C)C=N1